O[C@H](C(=O)N[C@H]1CN(C[C@H]1C)C1=C2C=CC=NC2=C(C=C1)C)C(C)C (2S)-2-hydroxy-3-methyl-N-[(3r,4r)-4-methyl-1-(8-methylquinolin-5-yl)pyrrolidin-3-yl]butyramide